ClC1=C(C=C(C=C1)Cl)S(=O)(=O)NC=1C(=C(C(=CC1)F)C1=C2C=NC(=NC2=CC=C1)NC(C(C)(C)C)=O)F N-(5-(3-(2,5-dichlorophenylsulfonamido)-2,6-difluorophenyl)quinazolin-2-yl)pivalamide